2-((2S,5R)-5-methyl-2-phenyl-4-pivaloylpiperazin-1-yl)-2-oxo-N-(1-(tetrahydro-2H-pyran-2-yl)-1H-pyrazolo[3,4-c]pyridin-4-yl)acetamide C[C@H]1N(C[C@@H](N(C1)C(C(=O)NC1=C2C(=CN=C1)N(N=C2)C2OCCCC2)=O)C2=CC=CC=C2)C(C(C)(C)C)=O